1-(2-(6-(2,6-difluorophenyl)pyridin-2-yl)morpholino)-3-(1H-indol-3-yl)propan-1-one FC1=C(C(=CC=C1)F)C1=CC=CC(=N1)C1OCCN(C1)C(CCC1=CNC2=CC=CC=C12)=O